C(N)(=O)C=1C(=NN(C1)[C@@H]1COCC[C@H]1C#N)NC1=CC(=C(C=C1)CC(=O)OC)B1OCC(CO1)(C)C methyl 2-[4-[[4-carbamoyl-1-(trans-4-cyanotetrahydro-2H-pyran-3-yl)pyrazol-3-yl] amino]-2-(5,5-dimethyl-1,3,2-dioxaborinan-2-yl)phenyl]acetate